CC=1CC2=C(C3=CC=C(C=C3C(=C2CC1)OC(=O)OC)Cl)OC(C(=C)C)=O 2-methyl-6-chloro-9-methacryloyloxy-10-methoxycarbonyloxy-1,4-dihydroanthracene